FC1=C(C(=CC(=C1)C1=NC(=CC=C1)SC(C)C)F)N1CC(C1)CC(=O)O 2-[1-[2,6-difluoro-4-(6-isopropylsulfanyl-2-pyridyl)phenyl]azetidin-3-yl]acetic acid